O=C1N(C(C2=CC=CC=C12)=O)C(C(=O)N=C(SC)NC(OC(C)(C)C)=O)C tert-Butyl N-[N-[2-(1,3-dioxoisoindolin-2-yl)propanoyl]-C-methylsulfanyl-carbonimidoyl]carbamate